C(CN([C@@H](CC1=CC=CC=C1)C(=O)O)CC(=O)O)(=O)O phenylalanine-N,N-diacetic acid